8-(1,3-dimethyl-1H-pyrazol-5-yl)-N-((5-fluoro-2,3-dihydrobenzofuran-4-yl)methyl)-2-(1,3,4-oxadiazol-2-yl)imidazo[1,2-c]pyrimidin-5-amine CN1N=C(C=C1C=1C=2N(C(=NC1)NCC1=C(C=CC3=C1CCO3)F)C=C(N2)C=2OC=NN2)C